tert-Butyl 2-(4-bromo-1H-indol-1-yl)-7-azaspiro[3.5]nonane-7-carboxylate BrC1=C2C=CN(C2=CC=C1)C1CC2(C1)CCN(CC2)C(=O)OC(C)(C)C